((2-Azabicyclo[2.1.1]hex-4-yl)methyl)(methyl)carbamic acid benzyl ester C(C1=CC=CC=C1)OC(N(C)CC12CNC(C1)C2)=O